ClC1=C(C(=NNS(=O)(=O)C2=CC=C(C=C2)C)Cl)C(=CC(=C1)F)Cl (1E)-2,6-dichloro-4-fluoro-N-(p-tolylsulfonyl)benzohydrazonoyl chloride